ClC1=NC(=C2N=CN(C2=N1)C(C)C)NCC1=C(C=CC=C1)C=1N=C(OC1)N(C)C 2-chloro-N-({2-[2-(dimethylamino)-1,3-oxazol-4-yl]phenyl}methyl)-9-isopropylpurin-6-amine